FC1(C[C@H](CNC1)N1N=C(C=2C1=NC=NC2N)C2=CC=C(C=C2)OC2=CC=CC=C2)F (R)-1-(5,5-difluoropiperidin-3-yl)-3-(4-phenoxyphenyl)-1H-pyrazolo[3,4-D]pyrimidin-4-amine